potassium metabisulphite S(=O)(=O)([O-])S(=O)[O-].[K+].[K+]